(4R,5S,6R)-3-((3S,5S)-5-(Dimethylcarbamoyl)pyrrolidin-3-ylthio)-6-((R)-1-((S)-2-hydroxy-4-methylpentanamido)ethyl)-4-methyl-7-oxo-1-azabicyclo[3.2.0]hept-2-ene-2-carboxylic acid CN(C(=O)[C@@H]1C[C@@H](CN1)SC1=C(N2C([C@@H]([C@H]2[C@H]1C)[C@@H](C)NC([C@H](CC(C)C)O)=O)=O)C(=O)O)C